C(C=C)(=O)OCCC[Si](O)(O)O acryloyl-oxypropyl-trihydroxysilane